CN1CC(C(CC1)N)C N1,3-dimethylpiperidin-4-amine